ClC=1C(=NC(=NC1)NC1=C(C=C(C(=O)NCCO)C=C1)OC)C=1C=NN(C1)C(C)C 4-((5-chloro-4-(1-isopropyl-1H-pyrazol-4-yl)pyrimidin-2-yl)amino)-N-(2-hydroxyethyl)-3-methoxybenzamide